ClC=1C=C(C(=NC1)OC)S(=O)(=O)NC1=C(C(=CC=C1)C1=CC=C2C(=NNC2=C1F)C=1NC=CN1)F 5-chloro-N-(2-fluoro-3-(7-fluoro-3-(1H-imidazol-2-yl)-1H-indazol-6-yl)phenyl)-2-methoxy-pyridine-3-sulfonamide